C/C(=C/CC=1C(=C2C(C=C(OC2=CC1OCOC)C1=CC=CC=C1)=O)OCOC)/CCC=C(C)C (Z)-6-(3,7-dimethylocta-2,6-dien-1-yl)-5,7-bis(methoxymethoxy)-2-phenyl-4H-chromen-4-one